C(C)(C)NC(N)=O N'-isopropylurea